1,1,1,3,3,3-hexafluoropropan-2-yl 1-(3-(4-fluoropiperidin-1-yl)-5-(trifluoromethyl) benzyl)-1,8-diazaspiro[4.5]decane-8-carboxylate FC1CCN(CC1)C=1C=C(CN2CCCC23CCN(CC3)C(=O)OC(C(F)(F)F)C(F)(F)F)C=C(C1)C(F)(F)F